S-(2-pyridyldithio)cysteamine N1=C(C=CC=C1)SSSCCN